Benzyl 2-((tert-butoxycarbonyl)amino)-5-(2-ethoxy-2-oxoethoxy)-3,3-dimethylpentanoate C(C)(C)(C)OC(=O)NC(C(=O)OCC1=CC=CC=C1)C(CCOCC(=O)OCC)(C)C